N-((6-(4-chlorophenyl)imidazo[2,1-b]thiazol-5-yl)methyl)-2-(3,4-dichlorophenyl)ethan-1-amine ClC1=CC=C(C=C1)C=1N=C2SC=CN2C1CNCCC1=CC(=C(C=C1)Cl)Cl